6-[5-methylsulfanyl-4-(4-trifluoromethoxy-phenyl)-pyrimidin-2-ylamino]-N-(3-morpholin-4-ylmethyl-phenyl)-nicotinamide CSC=1C(=NC(=NC1)NC1=NC=C(C(=O)NC2=CC(=CC=C2)CN2CCOCC2)C=C1)C1=CC=C(C=C1)OC(F)(F)F